[SiH3]B silylBorane